((2r,4S,5S)-4-amino-5-methoxytetrahydro-2H-pyran-2-yl)((S)-1-(4-fluorophenyl)-3,4-dihydroisoquinolin-2(1H)-yl)methanone N[C@H]1C[C@@H](OC[C@H]1OC)C(=O)N1[C@H](C2=CC=CC=C2CC1)C1=CC=C(C=C1)F